C(C)(C)(C)O[C@H](C)[C@@H]1N=C(C2=C(NC1=O)C=CC(=C2)Cl)C2=CC=CC=C2 (S)-3-((R)-1-(tert-butoxy)ethyl)-7-chloro-5-phenyl-1H-benzo[e][1,4]diazepin-2(3H)-one